(1S,3S)-3-((2-ethyl-6-(1-methyl-5-((((neopentyloxy)carbonyl)amino)methyl)-1H-1,2,3-triazol-4-yl)pyridin-3-yl)oxy)cyclohexane-1-carboxylic acid C(C)C1=NC(=CC=C1O[C@@H]1C[C@H](CCC1)C(=O)O)C=1N=NN(C1CNC(=O)OCC(C)(C)C)C